The molecule is a trisaccharide consisting of alpha-L-fucopyranose and beta-D-galactose residues joined by a (1->4) glycosidic bond in which the hydroxy group at position 3 of the galactopyranose ring has been converted into the corresponding beta-D-glucopyranosyl derivative. C[C@H]1[C@H]([C@H]([C@@H]([C@@H](O1)O[C@H]2[C@H](OC([C@@H]([C@H]2O[C@H]3[C@@H]([C@H]([C@@H]([C@H](O3)CO)O)O)O)O)O)CO)O)O)O